N1N=CC2=C(C=CC=C12)NC(=O)C1=NC(=NC(=C1)N1CCN(CC1)C(C=C)=O)OC[C@H]1N(CCC1)C N-(1H-indazol-4-yl)-2-[[(2S)-1-methylpyrrolidin-2-yl]methoxy]-6-(4-prop-2-enoylpiperazin-1-yl)pyrimidine-4-carboxamide